N12CCN(CCN(CCN(CCN(CCNCC1)CC1=CC=C(C=C1)[B-]13OCC(CO1)(CO3)C)CCNCCNCC2)CC2=CC=C(C=C2)[B-]23OCC(CO2)(CO3)C)CC3=CC=C(C=C3)[B-]32OCC(CO3)(CO2)C 1,1',1''-(((1,4,7,10,13,16,21,24-octaazabicyclo[8.8.8]hexacosane-4,7,13-triyl)tris(methylene))tris(benzene-4,1-diyl))tris(4-methyl-2,6,7-trioxa-1-borabicyclo[2.2.2]octan-1-uide)